NC1C[C@@H]2[C@@H](CN(C2)CC2CCN(CC2)C2=CC=C(C=C2)NC2C(NC(CC2)=O)=O)C1 3-((4-(4-(((3aR,5s,6aS)-5-aminohexahydrocyclopenta[c]pyrrol-2(1H)-yl)methyl)piperidin-1-yl)phenyl)amino)piperidine-2,6-dione